S(=O)(=O)(OC=1C(=NC=C(C1)\C=C\C1=CC=CC=C1)C(C)C)O (E)-2-isopropyl-5-styrylpyridin-3-yl hydrogen sulfate